CN1C=C(C2=C(C=CC=C12)Cl)C1=NC(=NC=C1)Cl 1-methyl-3-(2-chloro-4-pyrimidinyl)4-chloroindole